2-{[4-[(2-amino-5-formyl-4-oxo-5,6,7,8-tetrahydro-1H-pteridin-6-yl)methylamino]benzoyl]amino}glutaric acid NC=1NC=2NCC(N(C2C(N1)=O)C=O)CNC1=CC=C(C(=O)NC(C(=O)O)CCC(=O)O)C=C1